trimethylammonium fluoride [F-].C[NH+](C)C